methyl-(4-cyanophenyl)-2-phenylpropane CC(C(C)C1=CC=CC=C1)C1=CC=C(C=C1)C#N